tert-butyl 8-methyl-7-{2-[(4-{[(3-methyloxetan-3-yl)methanesulfonyl] methyl}phenyl)amino]-5H,6H,7H,8H-pyrido[3,4-d]pyrimidin-7-yl}-1H,2H,3H-pyrido[2,3-b][1,4]oxazine-1-carboxylate CC1=C(C=NC=2OCCN(C21)C(=O)OC(C)(C)C)N2CC=1N=C(N=CC1CC2)NC2=CC=C(C=C2)CS(=O)(=O)CC2(COC2)C